tin-copper-aluminum [Al].[Cu].[Sn]